5-{(7R)-7-[(3-ethoxypropyl)amino]-1-fluoro-3-hydroxy-5,6,7,8-tetrahydronaphthalen-2-yl}-1λ6,2,5-thiadiazolidine-1,1,3-trione C(C)OCCCN[C@@H]1CCC=2C=C(C(=C(C2C1)F)N1CC(NS1(=O)=O)=O)O